CC1=C(C=CC=C1C)C1CCN(CC1)C(CN1N=C(C=2CCCCC12)C(=O)N1CCC(CC1)O)=O 1-(4-(2,3-Dimethylphenyl)piperidin-1-yl)-2-(3-(4-hydroxypiperidin-1-carbonyl)-4,5,6,7-tetrahydro-1H-indazol-1-yl)ethanon